CN(CCOC1CC(C1)NC(OC(C)(C)C)=O)C tert-butyl {(1r,3r)-3-[2-(dimethylamino)ethoxy]cyclobutyl}carbamate